(3-cyano-4-fluorobenzyl)-(2-carboxyphenyl)-methanone-benzenesulfonylhydrazone C1(=CC=CC=C1)S(=O)(=O)NN=C(C1=C(C=CC=C1)C(=O)O)CC1=CC(=C(C=C1)F)C#N